COC1=NN(C=C1C(=O)NC1=NC(=CC=C1)C=1N2C(=NN1)CC[C@@H]2C)C=2N(C(C=CC2)=C=O)C (S)-3-methoxy-N-(6-(5-methyl-6,7-dihydro-5H-pyrrolo[2,1-c][1,2,4]triazol-3-yl)pyridin-2-yl)-1-(1-methyl-6-carbonyl-1,6-dihydropyridin-2-yl)-1H-pyrazole-4-carboxamide